C(C)OP(=O)(C1=CC=CC=C1)C(C1=C(C=C(C=C1C)C)C)=O ethyl(2,4,6-trimethylbenzoyl)-phenyl-phosphinate